(R)-1-(2-((6-(5-(2-ethoxyphenoxy)pyridin-3-yl)pyrazin-2-yl)amino)pyrimidin-4-yl)piperidine-3-carboxylic acid C(C)OC1=C(OC=2C=C(C=NC2)C2=CN=CC(=N2)NC2=NC=CC(=N2)N2C[C@@H](CCC2)C(=O)O)C=CC=C1